2-dodecanal CC(CCCCCCCCCC)=O